(1R,3R,4R)-N-((S)-1-cyano-2-((R)-2-oxopiperidin-3-yl)ethyl)-2-((2,5-difluorophenyl)-L-alanyl)-5,5-difluoro-2-azabicyclo[2.2.2]octane-3-carboxamide C(#N)[C@H](C[C@@H]1C(NCCC1)=O)NC(=O)[C@@H]1N([C@H]2CC([C@@H]1CC2)(F)F)C([C@@H](NC2=C(C=CC(=C2)F)F)C)=O